6-(5-cyano-2-((5-(4-methylpiperazin-1-yl)-2-(trifluoromethoxy)phenyl)amino)pyrimidin-4-yl)-1-Oxoisoindole-2-carboxylic acid tert-butyl ester C(C)(C)(C)OC(=O)N1C(C2=CC(=CC=C2C1)C1=NC(=NC=C1C#N)NC1=C(C=CC(=C1)N1CCN(CC1)C)OC(F)(F)F)=O